ClC=1C=CC2=C(N(CN(S2(=O)=O)[C@H](C(=O)O)[C@H](C)C2=C(C(=CC=C2F)C)C)CCOC)C1 (2S,3R)-2-(6-chloro-4-(2-methoxyethyl)-1,1-dioxido-3,4-dihydro-2H-benzo[e][1,2,4]thiadiazin-2-yl)-3-(6-fluoro-2,3-dimethylphenyl)butanoic acid